IC=1C(=NN2C1CN(CC2)S(=O)(=O)C)COC2OCCCC2 E-3-iodo-5-(methylsulfonyl)-2-(((tetrahydro-2H-pyran-2-yl)oxy)methyl)-4,5,6,7-tetrahydropyrazolo[1,5-a]pyrazine